The molecule is a dipeptide formed from glycine residues. It has a role as a human metabolite. It derives from a glycine. It is a tautomer of a glycylglycine zwitterion. C(C(=O)NCC(=O)O)N